C(C)(C)(C)[Si](OC1=CC=C(C=C1)B(O)O)(C)C [4-[tert-butyl-(dimethyl)silyl]oxyphenyl]boronic acid